N-((1r,4r)-4-aminocyclohexyl)acetamide trifluoroacetate FC(C(=O)O)(F)F.NC1CCC(CC1)NC(C)=O